2-Fluoro-4-methyl-5-[(2,2,2-trifluoroethyl)sulfanyl]anilin FC1=C(N)C=C(C(=C1)C)SCC(F)(F)F